ClC1=NC(=CC(=C1)C=1C(=NN2C1N=C(C=C2)C(=O)NCC(C)(C)O)C2=C(C(=CC=C2)C#N)C)C (2-Chloro-6-methyl-4-pyridyl)-2-(3-cyano-2-methyl-phenyl)-N-(2-hydroxy-2-methyl-propyl)pyrazolo[1,5-a]pyrimidine-5-carboxamide